((((1R,2R,3S,4R)-4-(5-chloro-7-(((S)-2,3-dihydro-1H-inden-1-yl)amino)-3H-[1,2,3]triazolo[4,5-d]pyrimidin-3-yl)-2,3-dihydroxycyclopentyl)methoxy)methyl)phosphonic acid ClC=1N=C(C2=C(N1)N(N=N2)[C@H]2[C@@H]([C@@H]([C@H](C2)COCP(O)(O)=O)O)O)N[C@H]2CCC1=CC=CC=C21